C=C(C(=O)[O-])CC1=CC(=C(C(=C1)C(C)(C)C)O)C(C)(C)C methylene-3-(3,5-ditertiarybutyl-4-hydroxyphenyl)-propionate